N-2-ethylhexyl-1,3-bis(aminomethyl)benzene CCNCC1=C(C(=CC=C1)CN)CCCCCC